CN1N=NC(=C1NC(OCCCCCC)=O)C1=NC(=C(C=C1)NS(=O)(=O)C)C hexyl (1-methyl-4-(6-methyl-5-(methyl-sulfonamido)pyridin-2-yl)-1H-1,2,3-triazol-5-yl)carbamate